N,5-bis(4-chlorophenyl)-N-methyl-1,3,4-oxadiazole-2-carboxamide ClC1=CC=C(C=C1)N(C(=O)C=1OC(=NN1)C1=CC=C(C=C1)Cl)C